(S)-tert-butyl (2-(9-ethyl-5-fluoro-9-hydroxy-10,13-dioxo-9,10-dihydro-[1,3]oxazino[5,6-f]pyrano[3',4':6,7]indolizino[1,2-b]quinolin-2(1H,3H,12H,13H,15H)-yl)ethyl)carbamate C(C)[C@]1(C(OCC=2C(N3CC=4C(=NC5=CC(=C6C(=C5C4)CN(CO6)CCNC(OC(C)(C)C)=O)F)C3=CC21)=O)=O)O